CN(CCC1=CNC=2C=CC=C(C12)O)C 3-[2-(Dimethylamino)ethyl]-1H-indol-4-ol